methyl 3-[[(1R)-1-(3,6-dimethyl-2-morpholino-4-oxo-quinazolin-8-yl)ethyl]amino]pyridazine-4-carboxylate CN1C(=NC2=C(C=C(C=C2C1=O)C)[C@@H](C)NC=1N=NC=CC1C(=O)OC)N1CCOCC1